ClC=1C(=NC(=NC1)NC1CCOCC1)C=1C=C2C(=NC1)CN(C2=O)CC(=O)OC(C)(C)C tert-butyl 2-(3-{5-chloro-2-[(oxan-4-yl)amino]pyrimidin-4-yl}-5-oxo-5H,6H,7H-pyrrolo[3,4-b]pyridin-6-yl)acetate